C1(CCCC1)N1C(C=C(C2=C1N=C(N=C2)NC2=NC=C(C=C2)N2CCNCC2)C)=O 8-cyclopentyl-5-methyl-2-(5-piperazin-4-yl-pyridin-2-ylamino)-8H-pyrido[2,3-d]Pyrimidin-7-one